1-(2,3-dimethyl-4-((1R,5S)-2-oxo-3-azabicyclo[3.1.0]hexan-3-yl)benzyl)-1H-pyrazol CC1=C(CN2N=CC=C2)C=CC(=C1C)N1C([C@@H]2C[C@@H]2C1)=O